4-(2-acryloyl-2,6-diazaspiro[3.4]octan-6-yl)-6-(1,6-dimethyl-1H-indazol-7-yl)-2-(4-(4-methylpiperazin-1-yl)piperidin-1-yl)pyrimidine-5-carbonitrile C(C=C)(=O)N1CC2(C1)CN(CC2)C2=NC(=NC(=C2C#N)C=2C(=CC=C1C=NN(C21)C)C)N2CCC(CC2)N2CCN(CC2)C